FC1(CC(C(CC1)C1=NC=CC(=C1NC(=O)C=1C=NN(C1)C(F)F)C1=C(C=CC(=C1)F)F)C([2H])([2H])[2H])F N-(2-(syn-4,4-difluoro-2-(methyl-d3)cyclohexyl)-4-(2,5-difluorophenyl)pyridin-3-yl)-1-(difluoromethyl)-1H-pyrazole-4-carboxamide